NC1C(CCCC1)(O)C(C)(F)F amino-1-(1,1-difluoroethyl)cyclohexan-1-ol